ClC1=CC=C(CN(C(=O)N2[C@H]3[C@H](N(C[C@@H]2CC3)C(N(C3=CC=CC=C3)C3=CC=CC=C3)=O)C(=O)O)C)C=C1 (1R,2S,5S)-8-((4-chlorobenzyl)(methyl)carbamoyl)-3-(diphenylcarbamoyl)-3,8-diazabicyclo[3.2.1]octane-2-carboxylic acid